N-({(3R,4S)-2-[5-Fluoro-2-(2H-1,2,3-triazol-2-yl)benzoyl]-4-methyl-2-azabicyclo[3.1.1]heptan-3-yl}methyl)-5-(trifluoromethyl)pyridin-2-amin FC=1C=CC(=C(C(=O)N2C3CC([C@@H]([C@@H]2CNC2=NC=C(C=C2)C(F)(F)F)C)C3)C1)N1N=CC=N1